The molecule is a diester that is diethyl succinate in which position 2 is substituted by a (dimethoxyphosphoryl)thio group. It is a diester, an ethyl ester and an organic thiophosphate. CCOC(=O)CC(C(=O)OCC)SP(=O)(OC)OC